COC1=CC=C(C=C1)C=1C=C(C=2N(C1)C=C(N2)C2=CC=CC=C2)C2=CC=CC=C2 6-(4-methoxyphenyl)-2,8-diphenylimidazo[1,2-a]pyridine